FC1=C(C(=CC=C1)F)N1C=2N(C3=C(C1=O)C=NC(=N3)NC3=CC(=C(C=C3)N3CCN(CC3)C)C)CCN2 6-(2,6-difluorophenyl)-2-((3-methyl-4-(4-methylpiperazin-1-yl)phenyl)amino)-8,9-dihydroimidazo[1,2-a]pyrimido[5,4-e]pyrimidin-5(6H)-one